(2-(4-(4-bromophenyl)piperazin-1-yl)-2-oxoethyl)-5-chloro-1H-indole-2-carboxylic acid BrC1=CC=C(C=C1)N1CCN(CC1)C(CN1C(=CC2=CC(=CC=C12)Cl)C(=O)O)=O